2,5-dibromo-3-thiopheneformic acid BrC=1SC(=CC1C(=O)O)Br